N-(4-chlorophenyl)-2-(1H-pyrrol-1-yl)acetamide dimethyl-(1r,3r,5r,7r)-adamantane-2,2-dicarboxylate COC(=O)C1(C2CC3CC(CC1C3)C2)C(=O)OC.ClC2=CC=C(C=C2)NC(CN2C=CC=C2)=O